FC=1C=C(C#N)C=CC1N1C(C(NC(C1([2H])[2H])([2H])[2H])([2H])[2H])([2H])[2H] 3-fluoro-4-(piperazin-1-yl-2,2,3,3,5,5,6,6-d8)benzonitrile